OCCOC1=CC=C(C=C1)C1(C2=CC=CC=C2C=2C=CC=CC12)C1=CC=C(C=C1)OCCO 9,9-bis(4-(2-hydroxyethoxy)phenyl)fluorene